C(#C)C1(CC(=C(C=C1)S)C=O)C1=CC(=CC(=C1)C1(CC(=C(C=C1)S)C=O)C#C)C1(CC(=C(C=C1)S)C=O)C#C 1,3,5-tris(1'-ethynyl-3'-formyl-4'-mercaptophenyl)benzene